CC1(CC(C1)(C1=NN=CN1C)C=1C=C(C=CC1)N1CC2=C(C=C(C=C2C1=O)CN(C(OC(C)(C)C)=O)C1(CCC1)C)C(F)(F)F)C tert-butyl ((2-(3-(3,3-dimethyl-1-(4-methyl-4H-1,2,4-triazol-3-yl)cyclobutyl)phenyl)-3-oxo-7-(trifluoromethyl)isoindolin-5-yl)methyl)(1-methylcyclobutyl)carbamate